(5S*)-tert-Butyl 5-(hydroxymethyl)-5,6,9,10-tetrahydro-4H-isoxazolo[3,4-c]pyrido-[4',3':3,4]pyrazolo[1,5-a]azepine-11(12H)-carboxylate OC[C@H]1CC=2C(C=3N(C1)N=C1C3CN(CC1)C(=O)OC(C)(C)C)=NOC2 |o1:2|